(S)-1-(1-(6-chloro-2-iodo-5-(3-methoxypropoxy)pyridin-3-yl)-3,3-dimethylbut-2-yl)-4-oxo-1,4-dihydropyridine-3-carboxylic acid ethyl ester C(C)OC(=O)C1=CN(C=CC1=O)[C@@H](CC=1C(=NC(=C(C1)OCCCOC)Cl)I)C(C)(C)C